N-cyclohexylaminomethyldimethoxysilane C1(CCCCC1)NC[SiH](OC)OC